Tert-Butyl 3-((2-Bromo-6-Cyano-4-Methylpyridin-3-Yl)Oxy)Piperidine-1-Carboxylate BrC1=NC(=CC(=C1OC1CN(CCC1)C(=O)OC(C)(C)C)C)C#N